6-methylpyrimidinone CC1=CC=NC(N1)=O